1-Ethyl-4-oxo-3-(4-(trifluoromethyl)phenyl)-2-thia-1,3,8-triazaspiro[4.5]decane-8-carboxylic acid tert-butyl ester 2,2-dioxide C(C)(C)(C)OC(=O)N1CCC2(C(N(S(N2CC)(=O)=O)C2=CC=C(C=C2)C(F)(F)F)=O)CC1